2-(2-(thienylethynyl)phenyl)propan-2-ol S1C(=CC=C1)C#CC1=C(C=CC=C1)C(C)(C)O